NC=1C(=NC(=NC1C1=C(C(=CC=C1C)O)C)C=1C(=NC=C(C1)F)NC1=NC(=CC=C1F)C)C(=O)N 5-amino-2-[5-fluoro-2-[(3-fluoro-6-methyl-2-pyridyl)amino]-3-pyridyl]-6-(3-hydroxy-2,6-dimethyl-phenyl)pyrimidine-4-carboxamide